C(C)(C)(C)OC(=O)N1[C@@H](C[C@H](C1)O)C=1NC(=CN1)CC1=C(C=CC=C1)Cl (2S,4R)-2-[5-[(2-chlorophenyl)methyl]-1H-imidazol-2-yl]-4-hydroxypyrrolidine-1-carboxylic acid tert-butyl ester